The molecule is a steroidal acyl-CoA(4-) obtained by deprotonation of phosphate and diphosphate functions of beta-muricholoyl-CoA; major species at pH 7.3. It is a conjugate base of a beta-muricholoyl-CoA. C[C@H](CCC(=O)SCCNC(=O)CCNC(=O)[C@@H](C(C)(C)COP(=O)([O-])OP(=O)([O-])OC[C@@H]1[C@H]([C@H]([C@@H](O1)N2C=NC3=C(N=CN=C32)N)O)OP(=O)([O-])[O-])O)[C@H]4CC[C@@H]5[C@@]4(CC[C@H]6[C@H]5[C@H]([C@H]([C@H]7[C@@]6(CC[C@H](C7)O)C)O)O)C